3-(4-bromo-1H-pyrazol-1-yl)-1-methylcyclobutane-1-carbonitrile BrC=1C=NN(C1)C1CC(C1)(C#N)C